CC(=O)N[C@@H]1[C@H](C[C@@](O[C@H]1[C@@H]([C@@H](CO)O)O)(C(=O)O)OC[C@@H]2[C@@H]([C@@H]([C@H]([C@@H](O2)O[C@@H]3[C@H](O[C@H]([C@@H]([C@H]3O)NC(=O)C)O[C@H]4[C@H]([C@H](O[C@H]([C@@H]4O)O[C@@H]5[C@H](O[C@H]([C@@H]([C@H]5O)NC(=O)C)O[C@H]6[C@H]([C@H](O[C@H]([C@@H]6O)O[C@@H]7[C@H](O[C@H]([C@@H]([C@H]7O)NC(=O)C)O)CO)CO)O)CO)CO)O)CO)O)O)O)O The molecule is a linear amino heptasaccharide comprising alpha-sialyl, beta-D-galactosyl, N-acetyl-beta-D-glucosaminyl, beta-D-galactosyl, N-acetyl-beta-D-glucosaminyl, beta-D-galactosyl and N-acetyl-beta-D-glucosamine residues in a (2->6), (1->4), (1->3), (1->4), (1->3) and (1->4) sequence. It has a role as an epitope. It is an amino heptasaccharide and a glucosamine oligosaccharide.